Cl.N1(CCNCC1)C(=O)N1CCSC2=C(C1)C(=CC=C2)OC(F)(F)F Piperazin-1-yl(6-(trifluoromethoxy)-2,3-dihydrobenzo[f][1,4]thiazepin-4(5H)-yl)methanone hydrochloride